C(C)(C)(C)N1N=C(C(=C1)C(=O)NC1=CC(=C(C=C1)C)C1=CC=2N(C(=C1)N1CCOCC1)N=CN2)F 1-Tert-butyl-3-fluoro-N-{4-methyl-3-[5-(morpholin-4-yl)-[1,2,4]triazolo[1,5-a]pyridin-7-yl]phenyl}pyrazole-4-carboxamide